2-((2S,3R,4R,5R)-2-((bis(4-methoxyphenyl)(phenyl)methoxy)methyl)-5-(2,4-dioxo-3,4-dihydropyrimidin-1(2H)-yl)-4-fluorotetrahydrofuran-3-yl)acetonitrile COC1=CC=C(C=C1)C(OC[C@H]1O[C@H]([C@@H]([C@@H]1CC#N)F)N1C(NC(C=C1)=O)=O)(C1=CC=CC=C1)C1=CC=C(C=C1)OC